C1(CC1)C=1N=CC2=C(N1)NC=C2C=2C=CC=1N(N2)C=CN1 2-cyclopropyl-5-(imidazo[1,2-b]pyridazin-6-yl)-7H-pyrrolo[2,3-d]pyrimidine